N-(4-(4-methylpiperazin-1-yl)phenyl)-6-(3-phenylbenzo[d]isoxazol-2(3H)-yl)pyrimidin-4-amine CN1CCN(CC1)C1=CC=C(C=C1)NC1=NC=NC(=C1)N1OC2=C(C1C1=CC=CC=C1)C=CC=C2